2-(2-fluoro-5-nitrophenyl)propionamide FC1=C(C=C(C=C1)[N+](=O)[O-])C(C(=O)N)C